pyridazinium formate C(=O)[O-].[NH+]1=NC=CC=C1